1,1-bis(3-nonyl-4-hydroxyphenyl)undecane 1-Tert-butyl-N-[2-[[[2-(2,6-dioxo-3-piperidyl)-1,3-dioxo-isoindolin-4-yl]amino]methyl]spiro[3.5]nonan-7-yl]-N-methyl-carbamate C(C)(C)(C)CN(C(O)=O)C1CCC2(CC(C2)CNC2=C3C(N(C(C3=CC=C2)=O)C2C(NC(CC2)=O)=O)=O)CC1.C(CCCCCCCC)C=1C=C(C=CC1O)C(CCCCCCCCCC)C1=CC(=C(C=C1)O)CCCCCCCCC